5,7-dichloro-1H-indole-3-carboxylic acid ClC=1C=C2C(=CNC2=C(C1)Cl)C(=O)O